tert-butyl (3-((2-chloro-5-(phenylsulfonamido)pyrimidin-4-yl)amino)phenyl)carbamate ClC1=NC=C(C(=N1)NC=1C=C(C=CC1)NC(OC(C)(C)C)=O)NS(=O)(=O)C1=CC=CC=C1